4-((1H-1,2,4-triazol-1-yl)methyl)-1-(naphthalen-1-ylmethyl)-1H-1,2,3-triazole N1(N=CN=C1)CC=1N=NN(C1)CC1=CC=CC2=CC=CC=C12